5-(5-((1r,2s)-2-amino-1-(3-fluorophenyl)-3-methylbutoxy)-1H-indazol-1-yl)-1-methylpyridin-2(1H)-one N[C@H]([C@H](OC=1C=C2C=NN(C2=CC1)C=1C=CC(N(C1)C)=O)C1=CC(=CC=C1)F)C(C)C